4-(2-(benzyloxy)ethyl)-N-(3-(3-((4-methyl-4H-1,2,4-triazol-3-yl)methyl)oxetan-3-yl)phenyl)-6-(trifluoromethyl)-picolinamide C(C1=CC=CC=C1)OCCC1=CC(=NC(=C1)C(F)(F)F)C(=O)NC1=CC(=CC=C1)C1(COC1)CC1=NN=CN1C